2,11-dithia-1,12-dodecanediol C(SCCCCCCCCSCO)O